1-(5-((5-chloro-4-(1-cyclobutyl-1H-pyrazol-4-yl)pyrimidin-2-yl)amino)pyridin-3-yl)pyrrolidin-2-one ClC=1C(=NC(=NC1)NC=1C=C(C=NC1)N1C(CCC1)=O)C=1C=NN(C1)C1CCC1